ClC1=NC=C(C(=C1)C1=C(C=NC(=C1)C)C(=O)NC1=NN2C(S1)=NC(=C2)C(=O)O)OC 2-{2'-chloro-5'-methoxy-6-methyl-[4,4'-bipyridine]-3-amido}imidazo[2,1-b][1,3,4]thiadiazole-6-carboxylic acid